CC1CC(CN1CCC)N 5-methyl-1-propylpyrrolidin-3-amine